(R)-3-Hydroxy-3-(3-(6-(2-(imidazo[1,2-b]pyridazin-8-ylamino)pyrimidin-4-yl)pyridin-2-yl)isoxazol-5-yl)-1-methylpyrrolidin-2-one O[C@@]1(C(N(CC1)C)=O)C1=CC(=NO1)C1=NC(=CC=C1)C1=NC(=NC=C1)NC=1C=2N(N=CC1)C=CN2